5,5'-Bis(diphenylphosphino)-4,4'-bi-1,3-benzodioxan C1(=CC=CC=C1)P(C1=CC=CC=2OCOC(C21)C2OCOC1=C2C(=CC=C1)P(C1=CC=CC=C1)C1=CC=CC=C1)C1=CC=CC=C1